NC(C)C#C 2-amino-3-butyne